C(=O)(OC(C)(C)C)N[C@@H]1C[C@H](C1)O trans-3-Bocaminocyclobutanol